CC([C@@H](C(=O)N1[C@@H](C[C@H](C1)O)C(=O)NC)N1N=NC(=C1)C1=NC(=CC=C1)C(F)(F)F)(C)C (2S,4r)-1-[(2S)-3,3-dimethyl-2-[4-[6-(trifluoromethyl)-2-pyridinyl]triazol-1-yl]butanoyl]-4-hydroxy-N-methyl-pyrrolidine-2-carboxamide